1,3,4-trimethyl-2-imidazolidinone CN1C(N(C(C1)C)C)=O